1-(5-(4-((4-(4-(2-butyl-1-oxo-1,2-dihydro-2,7-naphthyridin-4-yl)-2,6-difluorophenoxy)piperidin-1-yl)methyl)piperidine-1-carbonyl)-2-methoxyphenyl)dihydropyrimidine-2,4(1H,3H)-dione C(CCC)N1C(C2=CN=CC=C2C(=C1)C1=CC(=C(OC2CCN(CC2)CC2CCN(CC2)C(=O)C=2C=CC(=C(C2)N2C(NC(CC2)=O)=O)OC)C(=C1)F)F)=O